2-(3-(benzyloxy)-2-hydroxypropyl)-isoindoline-1,3-dione C(C1=CC=CC=C1)OCC(CN1C(C2=CC=CC=C2C1=O)=O)O